2-amino-5-bromo-pyridin-3-ol NC1=NC=C(C=C1O)Br